OC1(CCNCC1)CN1C=NC2=CC(=CC=C2C1=O)NC(CN1CCN(CC1)C)=O N-(3-((4-hydroxypiperidin-4-yl)methyl)-4-oxo-3,4-dihydroquinazolin-7-yl)-2-(4-methylpiperazin-1-yl)acetamide